C(C=C)(=O)OC1=CC=C(C=C1)OC(C=C)=O p-phenylene diacrylate